2-[[4-cyclopropyl-5-(2,5-dihydrofuran-3-yl)imidazol-1-yl]methoxy]ethyl-trimethyl-silane C1(CC1)C=1N=CN(C1C=1COCC1)COCC[Si](C)(C)C